N-(5-chloro-6-(2-chloroethoxy)-7-cyano-1,2,3,4-tetrahydronaphthalen-1-yl)-N-methyl-1H-pyrazole-4-carboxamide ClC1=C2CCCC(C2=CC(=C1OCCCl)C#N)N(C(=O)C=1C=NNC1)C